(4-ferrocenyl-ethynyl)aniline [CH-]1C=CC(=C1)C#CNC1=CC=CC=C1.[CH-]1C=CC=C1.[Fe+2]